9,9-bis[9-(2-hydroxyethoxy)-3-phenanthryl]-1,8-diphenylfluorene OCCOC=1C2=CC=CC=C2C=2C=C(C=CC2C1)C1(C2=C(C=CC=C2C=2C=CC=C(C12)C1=CC=CC=C1)C1=CC=CC=C1)C=1C=CC=2C=C(C3=CC=CC=C3C2C1)OCCO